3H-benzo[b]pyrimido[4,5-e][1,4]oxazin N1=CNC=C2C1=NC1=C(O2)C=CC=C1